O1CCC(=CC1)C1=C(C2=CNN=C2C(=C1)C(=O)OC)OC methyl 5-(3,6-dihydro-2H-pyran-4-yl)-4-methoxy-2H-indazole-7-carboxylate